N-[3-(4-fluorophenyl)propyl]-N-methyl-1-(7-methylthiothieno[3,2-d]pyrimidin-4-yl)-4-piperidinyl-amine FC1=CC=C(C=C1)CCCN(C)C1CCN(CC1)C=1C2=C(N=CN1)C(=CS2)SC